C(C)(=O)C=1C(=NC=CC1OC1CCC(CC1)NC(OC(C)(C)C)=O)OC tert-Butyl ((1r,4r)-4-((3-acetyl-2-methoxypyridin-4-yl)oxy)cyclohexyl)carbamate